FC(C=1OC(=NN1)C=1C=NC(=CC1)COC=1C=C2CCCCC2=CC1)F 2-(difluoromethyl)-5-[6-(tetralin-6-yloxymethyl)-3-pyridyl]-1,3,4-oxadiazole